NC(C#N)CC1=CC2=CC=C(C=C2C=C1)C=1C=CC2=C(N(C(O2)=O)C)C1 2-amino-3-[6-(3-methyl-2-oxo-1,3-benzoxazol-5-yl)naphthalen-2-yl]propanenitrile